COC1=C(C=CC=C1)C1=NC=CC(=N1)COC1=C(C=CC=C1)CCC(=O)O 3-(2-{[2-(2-methoxyphenyl)pyrimidin-4-yl]methoxy}phenyl)propionic acid